(R)-3-(2-((tert-butyldiphenylsilyl)oxy)ethyl)-N2-isopropyl-4-(3-(pyridin-3-yl)phenyl)-N6-(2,2,2-trifluoroethyl)-1,3-dihydro-2H-pyrrolo[3,4-c]pyridine-2,6-dicarboxamide [Si](C1=CC=CC=C1)(C1=CC=CC=C1)(C(C)(C)C)OCC[C@H]1N(CC2=C1C(=NC(=C2)C(=O)NCC(F)(F)F)C2=CC(=CC=C2)C=2C=NC=CC2)C(=O)NC(C)C